m-Dinitrotoluene [N+](=O)([O-])C1(C)CC(=CC=C1)[N+](=O)[O-]